[N+](=O)([O-])C1=C(C=CC=C1)C=1C2=CC=C(N2)C(=C2C=CC(C(=C3C=CC(=C(C=4C=CC1N4)C4=C(C=CC=C4)[N+](=O)[O-])N3)C3=C(C=CC=C3)[N+](=O)[O-])=N2)C2=C(C=CC=C2)[N+](=O)[O-] 5,10,15,20-tetrakis(2-nitrophenyl)porphyrin